N-(5-((3-((4-isopropyl-1H-pyrazol-1-yl)methyl)piperidin-1-yl)methyl)thiazol-2-yl)acetamide C(C)(C)C=1C=NN(C1)CC1CN(CCC1)CC1=CN=C(S1)NC(C)=O